2-benzyl 7-(tert-butyl) 5,5-difluoro-6-oxo-2,7-diazaspiro[3.5]nonane-2,7-dicarboxylate FC1(C2(CN(C2)C(=O)OCC2=CC=CC=C2)CCN(C1=O)C(=O)OC(C)(C)C)F